O=C1OC[C@H](N1)CC1=C(C=CC=C1)C1=CC=CC=C1 (R)-(2-oxo-oxazolidin-4-yl)methyl-biphenyl